fluoro-bicyclo[2.1.1]hexane FC12CCC(C1)C2